N-(4-((3,4-Dichloro-2-hydroxy-5-oxo-2,5-dihydro-1H-pyrrol-1-yl)methyl)phenyl)acetamide ClC=1C(N(C(C1Cl)=O)CC1=CC=C(C=C1)NC(C)=O)O